(S)-quinuclidin-3-yl (7-(2,6-difluoropyridin-3-yl)-3,3-dimethylchroman-4-yl)carbamate FC1=NC(=CC=C1C1=CC=C2C(C(COC2=C1)(C)C)NC(O[C@@H]1CN2CCC1CC2)=O)F